C(C1=CC=CC=C1)(=O)C=1C(=C(C=CC1)NC(=O)C1=CC(=NN1C1=CC(=CC=C1)C#N)C(F)(F)F)F N-(3-benzoyl-2-fluorophenyl)-1-(3-cyanophenyl)-3-(trifluoromethyl)-1H-pyrazole-5-carboxamide